methyl 4-[7-[4-(tert-butoxycarbonylamino)-1-methyl-butoxy]-2-oxo-3-(2-trimethylsilylethoxymethyl)imidazo[4,5-b]pyridin-1-yl]-2-fluoro-benzoate C(C)(C)(C)OC(=O)NCCCC(OC1=C2C(=NC=C1)N(C(N2C2=CC(=C(C(=O)OC)C=C2)F)=O)COCC[Si](C)(C)C)C